CN1N=C(C2=CC=C(C=C12)C1CCN(CC1)CC1CCN(CC1)C1=CC(=CC=C1)S(=O)(=O)C1=CC=C(C=C1)NC1=NC=C(C=N1)C(F)(F)F)N1C(NC(CC1)=O)=O 1-(1-methyl-6-(1-((1-(3-((4-((5-(trifluoromethyl)pyrimidin-2-yl)amino)phenyl)-sulfonyl)phenyl)piperidin-4-yl)methyl)piperidin-4-yl)-1H-indazol-3-yl)dihydropyrimidine-2,4(1H,3H)-dione